tert-butyl (cis)-3-aminocyclobutylcarbamate N[C@H]1C[C@H](C1)NC(OC(C)(C)C)=O